C(=O)O.C1(CC1)NC(C1=CC=C(C=C1)NC1=NC=C(C(=N1)NC=1C=CC2=C(NC(O2)=O)C1)F)=O N-cyclopropyl-4-(5-fluoro-4-(2-oxo-2,3-dihydrobenzo[d]oxazol-5-ylamino)pyrimidin-2-ylamino)benzamide formate salt